N1=CN=C(C2=CC=CC=C12)O Quinazoline-4-ol